C(C1=CC=CC=C1)N1CCC(CC1)CNS(=O)(=O)C1=CC=C(C(=O)NO)C=C1 4-(N-((1-benzylpiperidin-4-yl)methyl)sulfamoyl)-N-hydroxybenzamide